4-((2-fluoro-6-(1-methoxyethyl)phenyl)amino)-2-((6-methoxy-2-methyl-1,2,3,4-tetrahydroisoquinolin-7-yl)amino)pyrimidine-5-carboxamide FC1=C(C(=CC=C1)C(C)OC)NC1=NC(=NC=C1C(=O)N)NC1=C(C=C2CCN(CC2=C1)C)OC